methyl 2,2-difluoro-1-(2-methyl-5-(pyridin-2-ylmethoxy)-2H-indazole-3-carboxamido)cyclopropane-1-carboxylate FC1(C(C1)(C(=O)OC)NC(=O)C=1N(N=C2C=CC(=CC12)OCC1=NC=CC=C1)C)F